((2R,3R,4R,5R)-5-(6-benzamido-9H-purin-9-yl)-3-(bis(4-methoxyphenyl)(phenyl)methoxy)-4-fluorotetrahydrofuran-2-yl)methyl (2-cyanoethyl) diisopropylphosphoramidite C(C)(C)N(P(OC[C@H]1O[C@H]([C@@H]([C@@H]1OC(C1=CC=CC=C1)(C1=CC=C(C=C1)OC)C1=CC=C(C=C1)OC)F)N1C2=NC=NC(=C2N=C1)NC(C1=CC=CC=C1)=O)OCCC#N)C(C)C